CC([C@@H](C(=O)N1[C@@H]([C@H]2C([C@H]2C1)(C)C)C(=O)OC)NC(=O)C1COC1)(C)C methyl (1R,2S,5S)-3-[(2S)-3,3-dimethyl-2-(oxetane-3-carbonylamino)butanoyl]-6,6-dimethyl-3-azabicyclo[3.1.0]hexane-2-carboxylate